Exo-3-((4-chloro-7-methoxyquinazolin-6-yl)oxy)-8-azabicyclo[3.2.1]octane-8-carboxylic acid tert-butyl ester C(C)(C)(C)OC(=O)N1C2CC(CC1CC2)OC=2C=C1C(=NC=NC1=CC2OC)Cl